Cl.FC(C1=CC=C(C=CC2(CNCC2)O)C=C1)(F)F 3-(4-(trifluoromethyl)styryl)pyrrolidine-3-ol hydrochloride